CC(C)N1C(C2(CC1)CCCCC2)=O (5R,8R)-2-(propan-2-yl)-2-azaspiro[4.5]decan-1-one